2-((bromofluoromethyl)thio)pyridine BrC(SC1=NC=CC=C1)F